CN(C=1C=C2CN(C(C2=CC1)=O)C1C(NC(CC1)=O)=O)[C@@H]1[C@@H](CCC1)NC 3-(5-(methyl((1S,2R)-2-(methylamino)cyclopentyl)amino)-1-oxoisoindolin-2-yl)piperidine-2,6-dione